COC1=C(C=C(C=C1)OC)CC(=O)Cl (2,5-Dimethoxyphenyl)acetyl chloride